5,6-dichloro-9-(1H-pyrazol-4-yl)-2,3-dihydro-1H-pyrrolo[1,2-a]indol-1-amine ClC1=C(C=CC=2C(=C3N(C12)CCC3N)C=3C=NNC3)Cl